methyl-(((S)-3-(3,5-dimethyl-1H-pyrazol-1-yl)phenyl)imidazo[1,2-a]pyridine-7-carboxamide) 3-(4-hydroxyphenyl)propionate OC1=CC=C(C=C1)CCC(=O)O.CC1=C(N=C2N1C=CC(=C2)C(=O)N)C2=CC(=CC=C2)N2N=C(C=C2C)C